2,2-difluoro-2-phenylacetic acid FC(C(=O)O)(C1=CC=CC=C1)F